CC1(CCC(CC1)NC1=CC(=C(C=C1)C)C1=NOC(=N1)C(C)C1=CC=CC2=CC=CC=C12)C N-(4,4-dimethylcyclohexyl)-4-methyl-3-(5-(1-(naphthalen-1-yl)ethyl)-1,2,4-oxadiazol-3-yl)aniline